methyl 2-amino-5-bromothiazole-4-carboxylate NC=1SC(=C(N1)C(=O)OC)Br